(4Z)-11,11-dinonyloxy-4-undecene C(CCCCCCCC)OC(CCCCC\C=C/CCC)OCCCCCCCCC